BrC1=C(C(=C(S1)C=O)OCCCCCC)OCCCCCC 5-bromo-3,4-dihexoxy-2-formylthiophene